C(C)(C)NC(O[C@H]1C[C@H](CC1)C1=CC(=NN1)NC=1C=CC2=C(OCCNS2(=O)=O)C1)=O (1R,3S)-3-(3-((1,1-dioxido-3,4-dihydro-2H-benzo[b][1,4,5]oxathiazepin-7-yl)amino)-1H-pyrazol-5-yl)cyclopentyl isopropylcarbamate